N-(1-((S)-3,3-difluorocyclopentyl)-2-oxo-1,2-dihydropyridin-3-yl)-2-((1R,6S)-6-(difluoromethyl)-3-azabicyclo[4.1.0]heptan-3-yl)-4-((2-hydroxyethyl)sulfonamido)benzamide FC1(C[C@H](CC1)N1C(C(=CC=C1)NC(C1=C(C=C(C=C1)NS(=O)(=O)CCO)N1C[C@@H]2C[C@@]2(CC1)C(F)F)=O)=O)F